6-amino-N-{2-[3-amino-4-(difluoromethyl)pyrrolidin-1-yl]-5,6,7,8-tetrahydroquinolin-6-yl}-2-methylthieno[2,3-d][1,3]thiazole-5-carboxamide NC1=C(SC=2N=C(SC21)C)C(=O)NC2CC=1C=CC(=NC1CC2)N2CC(C(C2)C(F)F)N